tert-Butyl 3-(aminocarbonyl)azetidine-1-carboxylate NC(=O)C1CN(C1)C(=O)OC(C)(C)C